(3,3-difluorocyclobutyl)methanamine FC1(CC(C1)CN)F